C(C=C)(=O)N1[C@@H](C[C@@H](C1)C#N)COC=1C(=NC=NC1N)C=1C(=C(C=C(C1)F)NC(C1=C(C=C(C=C1)C1CC1)F)=O)C N-(3-(5-(((2S,4S)-1-acryloyl-4-cyanopyrrolidin-2-yl)methoxy)-6-aminopyrimidin-4-yl)-5-fluoro-2-methylphenyl)-4-cyclopropyl-2-fluorobenzamide